(Z)-6-Fluoro-5-(2-fluoro-6-methoxyphenyl)-3-(1-((1-methyl-1H-pyrazol-4-yl)amino)ethylidene)indolin-2-one FC1=C(C=C2/C(/C(NC2=C1)=O)=C(\C)/NC=1C=NN(C1)C)C1=C(C=CC=C1OC)F